(S)-quinuclidin-3-yl (7-(2,2-difluorobenzo[d][1,3]dioxol-5-yl)-3,3-dimethylchroman-4-yl)carbamate FC1(OC2=C(O1)C=CC(=C2)C2=CC=C1C(C(COC1=C2)(C)C)NC(O[C@@H]2CN1CCC2CC1)=O)F